COC1=C(C=CC2=C1N(C=N2)CC2=CC=C(C=C2)OC)N2CCOCC2 4-(7-methoxy-1-(4-methoxybenzyl)-1H-benzo[d]imidazol-6-yl)morpholine